C(C(=C)C)(=O)OCCOCCO diEthylene glycol methacrylate